tert-butyl ((1s,3s)-3-(2-oxo-2,3-dihydro-1H-benzo[d]imidazol-1-yl)cyclobutyl)carbamate O=C1NC2=C(N1C1CC(C1)NC(OC(C)(C)C)=O)C=CC=C2